5-chloro-3-isopropyl-N-(3-(4-nitro-1H-pyrazol-1-yl)benzyl)pyrazolo[1,5-a]pyrimidine-7-Amine ClC1=NC=2N(C(=C1)NCC1=CC(=CC=C1)N1N=CC(=C1)[N+](=O)[O-])N=CC2C(C)C